[N+](=O)([O-])C=1C=NN(C1)C(CC)C1=NN=NN1CC(F)(F)F 5-[1-(4-nitropyrazol-1-yl)propyl]-1-(2,2,2-trifluoroethyl)tetrazole